C(C1CO1)C=1C(=C(C(=C(C1CN)CNC)CC1CO1)CC1CO1)CC1CO1 tetraglycidyl-methyl-xylylenediamine